heptenyl iodide C(=CCCCCC)I